C(#N)C=1C=C(OCCCC2=C3CCN(CC3=CC=C2)C(=O)OC(C)(C)C)C=C(C1)NC1=CC=C(C=C1)OCC=C tert-Butyl 5-[3-(3-cyano-5-{[4-(prop-2-en-1-yloxy)phenyl]amino}phenoxy)-propyl]-3,4-dihydroisoquinoline-2(1H)-carboxylate